C([C@@H]1[C@@H]([C@@H]([C@H]([C@@H](O1)O[C@H]([C@@H](CO)O)[C@@H]([C@H](C=O)O)O)O)O)O)O.O D-(+)-lactose monohydrate